C(C)OC1N(C(NC1O)=O)C 4-ethoxy-5-hydroxy-3-methylimidazolidin-2-one